N-methyl-4-vinyl-pyridinium C[N+]1=CC=C(C=C1)C=C